O1C(=CC=C1)C(=O)[O-].C(CCCCCCCCCCC)N1C=[N+](C=C1)C 1-dodecyl-3-methylimidazolium furanate